bis(4-amino-3,5-dimethylphenyl)-1-(3',5'-dimethylphenyl)methane NC1=C(C=C(C=C1C)C(C1=CC(=CC(=C1)C)C)C1=CC(=C(C(=C1)C)N)C)C